7-Methoxy-3-(2-methyl-thiazol-4-yl)-chromen-2-one COC1=CC=C2C=C(C(OC2=C1)=O)C=1N=C(SC1)C